C1(CCCC1)N1CCN(CC1)C1=C(C=C(C2=C1CCO2)NC=2N=C(C1=C(N2)NC=C1)NC=1C(=C2N=CC=NC2=CC1)P(C)(C)=O)C=1C=NN(C1)C (6-((2-((4-(4-cyclopentylpiperazin-1-yl)-5-(1-methyl-1H-pyrazol-4-yl)-2,3-dihydrobenzofuran-7-yl)amino)-7H-pyrrolo[2,3-d]pyrimidin-4-yl)amino)quinoxalin-5-yl)dimethylphosphine oxide